7-bromo-3-chloro-5-vinyl-pyrazolo[1,5-a]pyridine BrC1=CC(=CC=2N1N=CC2Cl)C=C